[N+](=O)([O-])C1=CC=C(C=C1)C(C)(C)CC 1-nitro-4-(tert-pentyl)benzene